COC1=C(C=C2C3=C(N(C2=C1)C)C(=NC=C3)C)N3CCN(CC3)CC 1-(4-(7-methoxy-1,9-dimethyl-9H-pyrido[3,4-b]indol-6-yl)piperazine-1-yl)ethane